OSN hydroxyl-thioammonia